1-((S)-1-((3-cyanoazetidin-1-yl)sulfonyl)piperidine-3-carbonyl)pyrrolidine-2-carboxamide C(#N)C1CN(C1)S(=O)(=O)N1C[C@H](CCC1)C(=O)N1C(CCC1)C(=O)N